2-bromo-6-fluoro-4-(5-fluorobenzselenazol-2-yl)aniline BrC1=C(N)C(=CC(=C1)C=1[Se]C2=C(N1)C=C(C=C2)F)F